FC(C(=O)O)(F)F.CN1N=C(C2=CC=CC=C2C1=O)C=1C=C(CS(=O)(=O)N)C=CC1 (3-(3-methyl-4-oxo-3,4-dihydro-phthalazin-1-yl)benzyl)sulfonamide trifluoroacetate salt